N,N-dimethyl-4-(2-(2-methylpyridin-4-yl)1H-indol-5-yl)pyridin-2-amine CN(C1=NC=CC(=C1)C=1C=C2C=C(NC2=CC1)C1=CC(=NC=C1)C)C